arachidyl stearate C(CCCCCCCCCCCCCCCCC)(=O)OCCCCCCCCCCCCCCCCCCCC